tert-butyl (3S,4R)-4-[[4-[3-(2,6-dioxo-3-piperidyl)-1-methyl-indazol-6-yl]-1-piperidyl]methyl]-3-fluoro-piperidine-1-carboxylate O=C1NC(CCC1C1=NN(C2=CC(=CC=C12)C1CCN(CC1)C[C@@H]1[C@@H](CN(CC1)C(=O)OC(C)(C)C)F)C)=O